NC1=CC=C(C=N1)C1(CCN(CC1)C)O 4-(6-amino-pyridin-3-yl)-1-methyl-piperidin-4-ol